((1S,4R)-4-(3-benzoyl-2,4-dioxo-3,4-dihydropyrimidin-1(2H)-yl)cyclopent-2-en-1-yl)methyl methyl carbonate C(OC[C@@H]1C=C[C@@H](C1)N1C(N(C(C=C1)=O)C(C1=CC=CC=C1)=O)=O)(OC)=O